CC1=CC=C(C=N1)S(=O)(=O)N 6-methylpyridine-3-sulfonamide